7-bromo-3-(2-chloro-6-fluorophenyl)-6-fluoro-4-isopropoxyquinoline BrC1=C(C=C2C(=C(C=NC2=C1)C1=C(C=CC=C1F)Cl)OC(C)C)F